C(CCC)(=O)OC(C(=O)OCCCC)C 1-butoxy-1-oxopropan-2-yl butanoate